tert-butyl N-[[4-(4-chloro-3-fluorophenyl)-5-oxo-1H-1,2,4-triazol-3-yl]methyl]carbamate ClC1=C(C=C(C=C1)N1C(=NNC1=O)CNC(OC(C)(C)C)=O)F